NCCNCCC[Si](OC(C)C)(OC(C)C)OC(C)C N-(2-aminoethyl)-3-aminopropyl-triisopropyloxysilane